methyl (8aS)-7-[[(4R)-4-(2-chloro-4-fluoro-phenyl)-5-methoxycarbonyl-2-thiazol-2-yl-3,4-dihydropyrimidin-6-yl]methyl]-3-oxo-2,5,6,8-tetrahydro-1H-imidazo[1,5-a]pyrazine-8a-carboxylate ClC1=C(C=CC(=C1)F)[C@@H]1NC(=NC(=C1C(=O)OC)CN1C[C@]2(N(CC1)C(NC2)=O)C(=O)OC)C=2SC=CN2